4-(8-(tert-butoxycarbonyl)-5,6,7,8-tetrahydro-1,8-naphthyridin-2-yl)butanoic acid C(C)(C)(C)OC(=O)N1CCCC=2C=CC(=NC12)CCCC(=O)O